CN1C(N(C2=C1C(=CC=C2)C2CC(C2)=O)C2CNCCC2)=O 3-[3-methyl-2-oxo-4-(3-oxocyclobutyl)benzimidazol-1-yl]piperidine